6-chloro-9-(2-(p-tolyloxy)ethyl)-9H-purine ClC1=C2N=CN(C2=NC=N1)CCOC1=CC=C(C=C1)C